lithium cobalt calcium oxide [O-2].[Ca+2].[Co+2].[Li+]